C(=C)C1=C2C(=NC(=C1)C(=O)OC)C(CO2)(C)C methyl 7-ethenyl-3,3-dimethyl-2H-furo[3,2-b]pyridine-5-carboxylate